(E)-(4-(((4-((2-(aminomethyl)-3-fluoroallyl)oxy)phenyl)sulfonyl)methyl)piperidin-1-yl)(cyclopropyl)methanone NC/C(/COC1=CC=C(C=C1)S(=O)(=O)CC1CCN(CC1)C(=O)C1CC1)=C\F